FC(S(=O)(=O)OC1=CC(=CC2=CC=C(C(=C12)C#C[Si](C(C)C)(C(C)C)C(C)C)F)OCOC)(F)F [7-fluoro-3-(methoxymethoxy)-8-(2-triisopropylsilylethynyl)-1-naphthyl] trifluoromethanesulfonate